β-Methyl-β-valerolacton CC1(CC(=O)O1)CC